C(CCCCCCCCCCC)[N+](C)(C)[O-] dodecyldimethylamine oxide